para-fluorobenzamide FC1=CC=C(C(=O)N)C=C1